(8-chloro-7-fluoro-1-naphthyl) trifluoromethanesulfonate FC(S(=O)(=O)OC1=CC=CC2=CC=C(C(=C12)Cl)F)(F)F